C(CCC)C1(CS(C2=C(N(C1)C1=CC=CC=C1)C=C(C(=C2)O\C=C(\C(=O)OC)/F)SCC)(=O)=O)CC Methyl (Z)-3-((3-butyl-3-ethyl-7-(ethylthio)-1,1-dioxido-5-phenyl-2,3,4,5-tetrahydro-1,5-benzothiazepin-8-yl)oxy)-2-fluoroacrylate